NC=1C(=C(C=C2C=C(N=CC12)NC(=O)[C@H]1[C@@H]2CCC[C@@H]([C@H]12)O)C=1C=NC=CC1C)F |r| (±)-(1S,2S,6R,7S)-N-(8-amino-7-fluoro-6-(4-methylpyridin-3-yl)isoquinolin-3-yl)-2-hydroxybicyclo[4.1.0]heptane-7-carboxamide